(2R)-2-{[5-(cyclopropylmethoxy)-2-methyl-2H-indazol-3-yl]formamido}-3-hydroxypropanamide C1(CC1)COC1=CC2=C(N(N=C2C=C1)C)C(=O)N[C@@H](C(=O)N)CO